FC=1C=C2C(C=CN3C2=C(C1N1C(CCCC1)=O)OCC3C)=O 9-fluoro-3-methyl-10-(2-oxopiperidin-1-yl)-2H-[1,4]oxazino[2,3,4-ij]quinolin-7(3H)-one